5-bromo-2-chlorophenylthiourea BrC=1C=CC(=C(C1)NC(=S)N)Cl